COC1=NC=C(C(=N1)OC)C1=CC(=C(N=N1)N)N1CCCC1 6-(2,4-dimethoxypyrimidin-5-yl)-4-(pyrrolidin-1-yl)pyridazin-3-amine